NC=1C=2N(C3=CC(=C(C=C3N1)F)C(=O)O)C=NC2C 4-amino-7-fluoro-3-methyl-imidazo[1,5-a]quinoxaline-8-carboxylic acid